BrC=1C=C2C(=C(C=NC2=CC1)C#N)O 6-bromo-4-hydroxy-quinoline-3-carbonitrile